COC=1C=C(C=C(C1C(NCC(F)(F)F)=O)OC)C1=CN=C2N1C=CC(=C2)C=2C=NN(C2)CCCC(=O)OC methyl 4-[4-[3-[3,5-dimethoxy-4-(2,2,2-trifluoroethyl-carbamoyl) phenyl]imidazo[1,2-a]pyridin-7-yl]pyrazol-1-yl]butanoate